C1(CCCC1)CC(=O)N1CC2=C(CC1)N=C(S2)N2[C@@H](CNCC2)CO (S)-2-cyclopentyl-1-(2-(2-(hydroxymethyl)piperazin-1-yl)-6,7-dihydrothiazolo[5,4-c]pyridin-5(4H)-yl)ethan-1-one